BrC=1C=C(C=2NC3=CC(=C(C=C3C2C1)Cl)Cl)CCNC(OC(C)(C)C)=O tert-Butyl (2-(3-bromo-6,7-dichloro-9H-carbazol-1-yl)ethyl)carbamate